ClC=1N=C(C2=C(N1)C(=CS2)CN2[C@H](CCC[C@H]2C)C)N2[C@@H](COCC2)C (R)-4-(2-chloro-7-(((cis)-2,6-dimethylpiperidin-1-yl)methyl)thieno[3,2-d]pyrimidin-4-yl)-3-methylmorpholine